P(=O)([O-])([O-])[O-] e-phosphate